C(C)C(COP(=O)(OCC(CCCC)CC)OCC(CCCC)CC)CCCC Tri-(2-ethylhexyl)phosphat